(tridecafluoro-1,1,2,2-tetrahydrooctyl)trichlorosilane C(C[Si](Cl)(Cl)Cl)C(C(C(C(C(C(F)(F)F)(F)F)(F)F)(F)F)(F)F)(F)F